C(\C=C\C)N1N(C(C2=CC=C(C=C12)Cl)=O)C(C)C=C (E)-1-(but-2-en-1-yl)-2-(but-3-en-2-yl)-6-chloro-1,2-dihydro-3H-indazol-3-one